tert-butyl (S)-9-((tert-butoxycarbonyl)amino)-11-fluoro-10-nitro-1,2,4,4a,5,6-hexahydro-3H,12H-benzo[b]pyrazino[1,2-e][1,5]oxazocine-3-carboxylate C(C)(C)(C)OC(=O)NC=1C(=C(C2=C(OCC[C@@H]3N(C2)CCN(C3)C(=O)OC(C)(C)C)C1)F)[N+](=O)[O-]